FC=1C=NC(=NC1)N1C(CN(CC1)C(=O)C=1N=C(C2=C(N1)OC(=C2)C)NC2(CC2)C)C [4-(5-fluoropyrimidin-2-yl)-3-methylpiperazine-1-carbonyl]-6-methyl-N-(1-methylcyclopropyl)furo[2,3-d]pyrimidin-4-amine